1-Boc-4-[2-(6-fluoro-5H-imidazo[5,1-a]isoindol-5-yl)acetyl]piperidine C(=O)(OC(C)(C)C)N1CCC(CC1)C(CC1N2C(C3=CC=CC(=C13)F)=CN=C2)=O